O=C1NC(CCC1N1C(C2=CC=C(C=C2C1=O)N1CCC(CC1)N1CC(C1)C(=O)O)=O)=O 1-{1-[2-(2,6-dioxopiperidin-3-yl)-1,3-dioxoisoindol-5-yl]piperidin-4-yl}azetidine-3-carboxylic acid